5-(4-hydroxy-3,5-dimethoxyphenyl)-3-methylenedihydrofuran-2(3H)-one OC1=C(C=C(C=C1OC)C1CC(C(O1)=O)=C)OC